C(CCCCCCCCCCCCCCCCC)(=O)[O-].[Sn+2].C(CCCCCCCCCCCCCCCCC)(=O)[O-] stannous stearate